tert-butyl 3-{[(benzyloxy)carbonyl]amino}-5-methylideneazepane-1-carboxylate C(C1=CC=CC=C1)OC(=O)NC1CN(CCC(C1)=C)C(=O)OC(C)(C)C